Cl.ClC=1C=CC(=NC1C(F)(F)F)NCC1CC(C1)C(F)(F)F (5-chloro-6-(trifluoromethyl)pyridin-2-yl)(3-(trifluoromethyl)cyclobutyl)methylamine hydrochloride